4-{[(2S,4R)-2-methyl-1-propionyl-1,2,3,4-tetrahydroquinolin-4-yl]Amino}benzoic acid methyl ester COC(C1=CC=C(C=C1)N[C@@H]1C[C@@H](N(C2=CC=CC=C12)C(CC)=O)C)=O